(2,7-dimethylpyrazolo[1,5-a]pyrimidin-6-yl)((3R,3'R)-3'-hydroxy-1,4-dihydro-2H-spiro[isoquinoline-3,4'-piperidin]-1'-yl)methanone CC1=NN2C(N=CC(=C2C)C(=O)N2C[C@H]([C@@]3(CC2)NCC2=CC=CC=C2C3)O)=C1